methyl 2-(5-bromo-2-methylbenzyl)-3-hydroxyacrylate BrC=1C=CC(=C(CC(C(=O)OC)=CO)C1)C